N(=[N+]=[N-])C(C)(C1CC1)C1=CN=C(C2=CN=C(C=C12)Cl)OC1(CC1)C 4-(1-azido-1-cyclopropylethyl)-6-chloro-1-(1-methylcyclopropoxy)-2,7-naphthyridine